2-methyl-4-hydroxy-4-aminophenol CC1=C(C=CC(C1)(N)O)O